(2S)-2-amino-3-(4-fluorophenyl)pentanoic acid hydrochloride salt Cl.N[C@H](C(=O)O)C(CC)C1=CC=C(C=C1)F